C(C)C1=C(C2=C(OCCO2)C=C1)N1C(CNCC1)CC 6-Ethyl-5-(2-ethylpiperazin-1-yl)-2,3-dihydro-1,4-benzodioxine